CN1CCN(CC1)C=1C=CC(=C(C1)NC1=NC=CC(=N1)C=1C=CC2=C(C(N(CCC2)C(=O)OC(C)(C)C)=O)C1)OC(F)(F)F tert-butyl 8-(2-((5-(4-methylpiperazin-1-yl)-2-(trifluoromethoxy) phenyl) amino) pyrimidin-4-yl)-1-oxo-1,3,4,5-tetrahydro-2H-benzo[c]azepin-2-carboxylate